Methyl 2-[acetyl(4-trifluoromethylbenzyl)amino]-6-hydroxy-1-benzothiophene-3-carboxylate C(C)(=O)N(C=1SC2=C(C1C(=O)OC)C=CC(=C2)O)CC2=CC=C(C=C2)C(F)(F)F